C(=O)O.FC(CN1N=C(C(=C1)C1=CN=C2N1C=CN=C2NC2=CC(=C(C(=O)NCC(N[C@H]1CNCC1)=O)C=C2)CC)C(F)(F)F)F 4-[[3-[1-(2,2-difluoroethyl)-3-(trifluoromethyl)pyrazol-4-yl]imidazo[1,2-a]pyrazin-8-yl]amino]-2-ethyl-N-[2-oxo-2-[[(3R)-pyrrolidin-3-yl]amino]ethyl]benzamide formate